Cl.NC/C(/COC=1C=C2CCN(C(C2=CC1)=O)CC(=O)NC1CCC1)=C\F 2-[6-[(E)-2-(aminomethyl)-3-fluoro-allyloxy]-1-oxo-3,4-dihydroisoquinolin-2-yl]-N-cyclobutyl-acetamide hydrochloride